2-(2,6-Dibromo-4-((2-oxo-3-(4-(trifluoromethyl)phenyl)imidazolin-1-yl)methyl)phenoxy)-2-methylpropanoic acid BrC1=C(OC(C(=O)O)(C)C)C(=CC(=C1)CN1C(N(CC1)C1=CC=C(C=C1)C(F)(F)F)=O)Br